ClCCCCS(=O)(=O)N1C[C@H]([C@H](CC1)NC1=NN2C(C(=C(C=C2)C=2C=NNC2)OCC)=N1)C N-((3R,4S)-1-((4-chlorobutyl)sulfonyl)-3-methylpiperidin-4-yl)-8-ethoxy-7-(1H-pyrazol-4-yl)-[1,2,4]triazolo[1,5-a]pyridin-2-amine